OC1=C(C=C(C=C1C(C)(C)CC)C(C)(C)CC)N1N=C2C(=N1)C=CC=C2 2-(2'-hydroxy-3,5-di-tert-pentylphenyl)benzotriazole